FC(C[C@@H](C(=O)NC1=NC=CC(=C1)C1=C(C=2N=CN=C(C2N1)OCC(F)(F)F)C1=NC=CC=C1)C1=CC=C(C=C1)F)F |r| (2RS)-4,4-difluoro-2-(4-fluorophenyl)-N-{4-[7-(pyridin-2-yl)-4-(2,2,2-trifluoroethoxy)-5H-pyrrolo[3,2-d]pyrimidin-6-yl]pyridin-2-yl}butanamide